((4-chloro-2-fluorobenzyl)oxy)-6-(piperidin-4-yl)pyridine hydrochloride Cl.ClC1=CC(=C(COC2=NC(=CC=C2)C2CCNCC2)C=C1)F